O=S1C2=C(N3[C@H](C1)CNCC3)N=CC(=C2)C(F)(F)F (6aS)-5-oxido-3-(trifluoromethyl)-6a,7,9,10-tetrahydropyrazino[1,2-d]pyrido[3,2-b][1,4]thiazin